6-bromo-8-chloro-2-(trifluoromethyl)-[1,2,4]triazolo[1,5-a]pyrazine BrC=1N=C(C=2N(C1)N=C(N2)C(F)(F)F)Cl